trioxa-6-aza-2-silaoctadecan-18-oate O[SiH2]OOCNCCCCCCCCCCCC(=O)[O-]